(((2S,4S)-4-((2-(((5-Chloro-3-fluoropyridin-2-yl)oxy)methyl)pyrimidin-4-yl)oxy)-2-methylpiperidin-1-yl)methyl)-1-(((S)-oxetan-2-yl)methyl)-1H-benzo[d]imidazole-6-carboxylic acid ClC=1C=C(C(=NC1)OCC1=NC=CC(=N1)O[C@@H]1C[C@@H](N(CC1)CC1=NC2=C(N1C[C@H]1OCC1)C=C(C=C2)C(=O)O)C)F